5-(naphthalene-1-yl)pent-4-enal C1(=CC=CC2=CC=CC=C12)C=CCCC=O